methyl 2-(5-(1-(3,5-dichloropyridin-4-yl) ethoxy)-1H-indazol-3-yl)-4,6-dihydropyrrolo[3,4-d]imidazole-5(1H)-carboxylate ClC=1C=NC=C(C1C(C)OC=1C=C2C(=NNC2=CC1)C1=NC2=C(N1)CN(C2)C(=O)OC)Cl